3-(5-(1H-pyrazol-4-yl)pyridin-2-yl)-8-(2,2-difluoroacetyl)-1-(3-methoxybenzyl)-1,3,8-triazaspiro[4.5]decan-2-one N1N=CC(=C1)C=1C=CC(=NC1)N1C(N(C2(C1)CCN(CC2)C(C(F)F)=O)CC2=CC(=CC=C2)OC)=O